(t-butylimino)-tris-(diethylamino)-niobium C(C)(C)(C)N=[Nb](N(CC)CC)(N(CC)CC)N(CC)CC